FC(C=1C=CC=2N(N1)C(=CN2)C2=CC(=NC=C2)N2CC(CCC2)CCS(=O)(=O)C)F 6-(Difluoromethyl)-3-(2-(3-(2-(methylsulfonyl)ethyl)piperidin-1-yl)pyridin-4-yl)imidazo[1,2-b]pyridazine